((3ar,6as)-5-(4-methylpyrazolo[1,5-a][1,3,5]triazin-2-yl)hexahydropyrrolo[3,4-c]pyrrol-2(1H)-yl)methanone CC1=NC(=NC=2N1N=CC2)N2C[C@@H]1[C@H](C2)CN(C1)C=O